menthol-pyruvic acid C1(CC(C(CC1)C(C)C)O)(C)CC(C(=O)O)=O